C=1(O)C(=C(O)C(=CC1)CC(=O)O)CC(=O)O resorcinoldiacetic acid